C(#N)C=1C=C(OC=2C(=C3C=CNC3=CC2F)/C=C/C(=O)OCC)C=CC1F ethyl (E)-3-(5-(3-cyano-4-fluorophenoxy)-6-fluoro-1H-indol-4-yl)acrylate